SINAPOYL MALATE C(C(O)CC(=O)[O-])(=O)OC(\C=C\C1=CC(OC)=C(O)C(OC)=C1)=O